1-(4-(3-methyl-3-((trimethylsilyl)oxy)butyl-1-butyn-1-yl)pyrimidin-2-yl)piperidine-4-carboxylic acid ethyl ester C(C)OC(=O)C1CCN(CC1)C1=NC=CC(=N1)C#CC(C)CCC(C)(O[Si](C)(C)C)C